BrC1=C(N)C=C(C(=C1)OC(F)F)F 2-bromo-4-(difluoromethoxy)-5-fluoroaniline